OC[C@@H](CCCO)NC(OC(C)(C)C)=O tert-butyl (R)-(1,5-dihydroxypentan-2-yl)carbamate